COC1=C(C=C(C=C1)S(=O)(=O)N1N=C(C=C1)C(=O)NCC1=NC=CN=C1)C 1-(4-methoxy-3-methylbenzene-1-sulfonyl)-N-[(pyrazin-2-yl)methyl]-1H-pyrazole-3-carboxamide